5-triethylsilylfuran C(C)[Si](C1=CC=CO1)(CC)CC